CC(C)O methyl-1-ethylalcohol